ethyl 6-(chroman-8-ylamino)-8-((4-methoxybenzyl)(methyl)amino)imidazo[1,2-b]pyridazine-3-carboxylate O1CCCC2=CC=CC(=C12)NC=1C=C(C=2N(N1)C(=CN2)C(=O)OCC)N(C)CC2=CC=C(C=C2)OC